C[C@@H]1CN(CCN1)C1=CC=C2CCCOC2=C1 (R)-7-((R)-3-methylpiperazin-1-yl)-chroman